ClC1=C(C=C(C=C1)C=1C=C2C(=NC1)C(=NN2CC=2OC(=NN2)C)F)C(F)F 2-[[6-[4-Chloro-3-(difluoromethyl)phenyl]-3-fluoro-pyrazolo[4,3-b]pyridin-1-yl]methyl]-5-methyl-1,3,4-oxadiazole